4-oxo-4H-benzopyran-2-carboxylic acid ethyl ester sodium [Na].C(C)OC(=O)C=1OC2=C(C(C1)=O)C=CC=C2